4-(2-nitrophenyl)butyric acid [N+](=O)([O-])C1=C(C=CC=C1)CCCC(=O)O